FC1=C(C=C(C=C1)F)[C@@H]1N(CC(C1)(F)F)C1=NC=2N(C=C1)N=C(C2NC(=S)N[C@@H]2[C@@H](C2)F)F 1-(5-((R)-2-(2,5-difluorophenyl)-4,4-difluoropyrrolidin-1-yl)-2-fluoropyrazolo[1,5-a]pyrimidin-3-yl)-3-((1S,2R)-2-fluorocyclopropyl)thiourea